2-((5-amino-5-methylhexan-2-yl)oxy)-N-(1-(tert-butyl)-3-((1S,3R)-3-((tert-butyldimethylsilyl)oxy)cyclopentyl)-1H-pyrazol-5-yl)pyridin-4-amine NC(CCC(C)OC1=NC=CC(=C1)NC1=CC(=NN1C(C)(C)C)[C@@H]1C[C@@H](CC1)O[Si](C)(C)C(C)(C)C)(C)C